tert-Butyl (S)-4-(((R)-2-((tert-butoxycarbonyl)(methyl)amino)-3-(4-chlorophenyl)propyl)(methyl)-amino)-3-((R)-2,3-dihydro-1H-inden-1-yl)-4-oxobutanoate C(C)(C)(C)OC(=O)N([C@@H](CN(C([C@@H](CC(=O)OC(C)(C)C)[C@H]1CCC2=CC=CC=C12)=O)C)CC1=CC=C(C=C1)Cl)C